(E)-ethyl 2-((2'-(diphenylphosphino)-5-(trifluoromethyl)-[1,1'-biphenyl]-2-yl) methyl)-3-phenylacrylate C1(=CC=CC=C1)P(C1=C(C=CC=C1)C1=C(C=CC(=C1)C(F)(F)F)C/C(/C(=O)OCC)=C\C1=CC=CC=C1)C1=CC=CC=C1